4-(rel-(R)-5-(3-bromo-2-fluoro-5-(trifluoromethyl)phenyl)-5-(trifluoromethyl)-4,5-dihydro-isoxazol-3-yl)-2-methyl-N-(rel-(S)-2-(methylsulfonyl)isoxazolidin-4-yl)benzamide BrC=1C(=C(C=C(C1)C(F)(F)F)[C@]1(CC(=NO1)C1=CC(=C(C(=O)N[C@H]2CN(OC2)S(=O)(=O)C)C=C1)C)C(F)(F)F)F |o1:11,23|